C1(CC1)C1=NNC(=N1)C1OCCC(C1)C1=NC2=NC(=C(N=C2C(=N1)C1=C(C=C(C=C1)C(F)(F)F)F)C)C 2-(2-(3-cyclopropyl-1H-1,2,4-triazol-5-yl)tetrahydro-2H-pyran-4-yl)-4-(2-fluoro-4-(trifluoromethyl)phenyl)-6,7-dimethylpteridine